CC1(CCC=C(C1)/C=C/C=O)C (E)-3-(5,5-dimethylcyclohex-1-en-1-yl)acrolein